OCC1(CN(C1)C=1C=C2C(=NC=NN2C1)C1=CC(=C(CNC(=O)C2=NOC(=N2)C(C)(C)C)C=C1)C)CO N-(4-(6-(3,3-bis(hydroxymethyl)azetidin-1-yl)pyrrolo[2,1-f][1,2,4]triazin-4-yl)-2-methylbenzyl)-5-(tert-butyl)-1,2,4-oxadiazole-3-carboxamide